C([2H])([2H])([2H])N(C1=C(C#N)C=CC(=C1)C)C([2H])([2H])[2H] 2-(bis(methyl-d3)amino)-4-methylbenzonitrile